COC1=CC=C(C=C1)CN (4'-methoxyphenyl)methanamine